ON R-hydroxyamine